OC1=C(C(=O)C2=CC=CC=C2)C=CC=C1O 2,3-dihydroxybenzophenone